ClC1=CC(=C(COC=2C=C(C=CC2)C2=CC(=C(C(=C2)F)CC2=NC3=C(N2CCOC)C=C(C=C3)C(=O)O)F)C=C1)F 2-((3'-(4-chloro-2-fluorobenzyloxy)-3,5-difluorobiphenyl-4-yl)methyl)-1-(2-methoxyethyl)-1H-benzo[d]imidazole-6-carboxylic acid